NC=1C=NC(=NC1)C1=NN=C(N=N1)C1=CC=C(C=C1)P(O)(O)=O (4-(6-(5-aminopyrimidin-2-yl)-1,2,4,5-tetrazin-3-yl)phenyl)phosphonic acid